C(C)(C)(C)C=1C=C(C=C(C1O)C(C)(C)C)CCC(=O)OCCCCCCCCCCCCCCCCCC octadecyl [3-(3,5-di-tert-butyl-4-hydroxyphenyl)propionate]